FC=1C=C(C=NC1NCC(F)(F)F)N1N=NC(=C1)C(=O)O 1-(5-fluoro-6-((2,2,2-trifluoroethyl)amino)pyridin-3-yl)-1H-1,2,3-triazole-4-carboxylic acid